tert-butyl ((cis)-4-amino-6-oxopiperidin-3-yl)carbamate N[C@@H]1[C@@H](CNC(C1)=O)NC(OC(C)(C)C)=O